3-(2,3-dihydro-1-benzofuran-5-yl)propionic acid O1CCC2=C1C=CC(=C2)CCC(=O)O